C(C)(C)(C)OC(=O)C1=CC=C(CBr)C=C1 4-(tert.Butoxycarbonyl)benzyl bromide